FC(F)(F)N1C=CN2C1=NC=CC2=O trifluoromethyl-1H,5H-imidazo[1,2-a]pyrimidin-5-one